tert-butyl 4-(7-azaspiro[3.5]nonan-2-yl)piperazine-1-carboxylate C1C(CC12CCNCC2)N2CCN(CC2)C(=O)OC(C)(C)C